N-vinyl-urethane C(=C)NC(=O)OCC